tert-butyl 6-[8-(1,3-benzothiazol-2-ylcarbamoyl)-3,4-dihydro-1H-isoquinolin-2-yl]-3-[2-methyl-3-[4-(3-oxopropyl)cyclohexoxy]phenyl]pyridine-2-carboxylate S1C(=NC2=C1C=CC=C2)NC(=O)C=2C=CC=C1CCN(CC21)C2=CC=C(C(=N2)C(=O)OC(C)(C)C)C2=C(C(=CC=C2)OC2CCC(CC2)CCC=O)C